4-(trifluoromethanesulfonyl-oxy)benzoic acid methyl ester COC(C1=CC=C(C=C1)OS(=O)(=O)C(F)(F)F)=O